C(C)(=O)OC1=CC(=CC(=C1)OC(C)=O)OC(C)=O 1,3,5-Triacetoxybenzene